C(C)(=O)OC1=CC2=C(OC(O2)C2=CC3=C(OCO3)C=C2)C=C1O 6-hydroxy-[2,5'-bibenzo[d][1,3]dioxol]-5-yl acetate